2-(6-((Methoxycarbonyl)amino)-4-(trifluoromethyl)pyridin-3-yl)-4-morpholinopyrrole COC(=O)NC1=CC(=C(C=N1)C=1NC=C(C1)N1CCOCC1)C(F)(F)F